2-(1-(4-amino-3-(3-methyl-1H-indazol-6-yl)-1H-pyrazolo[3,4-d]pyrimidin-1-yl)propyl)-3-(3-fluorophenyl)-4H-chromen-4-one NC1=C2C(=NC=N1)N(N=C2C2=CC=C1C(=NNC1=C2)C)C(CC)C=2OC1=CC=CC=C1C(C2C2=CC(=CC=C2)F)=O